FC=1C=C(C=C(C1)N)N 5-fluoro-1,3-diaminobenzene